(E)-3,3'-((2-(3-(4-(3,5-dimethoxystyryl)phenoxy)-2,2-bis(hydroxymethyl)propoxy)propane-1,3-diyl)bis(oxy))bis(propane-1,2-diol) COC=1C=C(/C=C/C2=CC=C(OCC(COC(COCC(CO)O)COCC(CO)O)(CO)CO)C=C2)C=C(C1)OC